3-((R)-1-((7-((s)-3-(dimethylamino)pyrrolidin-1-yl)-4-methylpyrido[3,4-d]pyridazin-1-yl)amino)ethyl)-2-methylbenzonitrile CN([C@@H]1CN(CC1)C1=CC=2C(=C(N=NC2N[C@H](C)C=2C(=C(C#N)C=CC2)C)C)C=N1)C